C(C)(C)N1C(=NC(=C1)C(F)(F)F)C=1N=CC(=NC1)CNC 1-(5-(1-isopropyl-4-(trifluoromethyl)-1H-imidazol-2-yl)pyrazin-2-yl)-N-methyl-methanamine